2-[(5'S,7a'R)-5'-(3-fluorophenyl)-3'-oxotetrahydro-1H,3'H-spiro[piperidine-4,2'-pyrrolo[2,1-b][1,3]-oxazole]-1-carbonyl]benzonitrile FC=1C=C(C=CC1)[C@@H]1CC[C@H]2OC3(C(N21)=O)CCN(CC3)C(=O)C3=C(C#N)C=CC=C3